CN(CC(CNC(=O)C=1C=C(C=C(C(=O)NCCCN(CCCCCCCCC(=O)OC(CC)CCCCC)CCCCCCCCC(=O)OC(CC)CCCCC)C1)C(=O)NCCCN(CCCCCCCCC(=O)OC(CC)CCCCC)CCCCCCCCC(=O)OC(CC)CCCCC)O)C Tetra(octan-3-yl) 9,9',9'',9'''-((((5-((3-(dimethylamino)-2-hydroxypropyl)carbamoyl)isophthaloyl)bis(azanediyl))bis(propane-3,1-diyl))bis(azanetriyl))tetranonanoate